C(C1=CC=CC=C1)N1C[C@@](CCC1)(C1=CC(=CC=C1)Br)NC(=O)C=1N(C2=CC=C(C(=C2C1)Cl)Cl)C |r| (±)-N-(1-benzyl-3-(3-bromophenyl)piperidin-3-yl)-4,5-dichloro-methyl-1H-indole-2-carboxamide